N-hydroxy-4-(imidazo[2,1-b]thiazol-6-ylmethyl)-3,4-dihydro-2H-benzo[b][1,4]oxazine-6-carboxamide ONC(=O)C1=CC2=C(OCCN2CC=2N=C3SC=CN3C2)C=C1